COC1=CC=C(C=C1)N1C2C(C=3C=C(C=CC13)C=O)CCC2 4-(4-methoxyphenyl)-1,2,3,3a,4,8b-hexahydrocyclopenta[b]Indole-7-carbaldehyde